CC(C)[N+](=O)[O-] The molecule is a secondary nitroalkane that is propane in which a hydrogen at position 2 has been replaced by a nitro group. Mainly used as a solvent (b.p. 120℃). It has a role as a hepatotoxic agent, a carcinogenic agent, a polar aprotic solvent and a xenobiotic.